2-Fluoro-4-((7-methoxy-1H-pyrazolo[4,3-c][1,8]naphthyridin-1-yl)methyl)benzenesulfonamide FC1=C(C=CC(=C1)CN1N=CC=2C=NC=3N=C(C=CC3C21)OC)S(=O)(=O)N